N1=C(C=CC=C1)C1=NN2C(=NC=3C=CC=CC3C2=N1)N[C@H]1C(NCCCC1)=O (3R)-3-{[2-(pyridin-2-yl)[1,2,4]triazolo[1,5-c]quinazolin-5-yl]amino}azepan-2-one